ClC=1C(=C2C=NNC2=C(C1F)C(CO)C)C=1N=CC=2N(C1)C=C(N2)NC(=O)C2C(C2)F N-(6-(5-chloro-6-fluoro-7-(1-hydroxypropan-2-yl)-1H-indazol-4-yl)imidazo[1,2-a]pyrazin-2-yl)-2-fluorocyclopropane-1-carboxamide